isopropyl 2-[1-(cyclopropylmethyl)-6-[(1R)-1-[(3-fluorobicyclo[1.1.1]pentane-1-carbonyl)amino]ethyl]pyrrolo[2,3-b]pyridin-2-yl]-7-methoxy-1-methyl-benzimidazole-5-carboxylate C1(CC1)CN1C(=CC=2C1=NC(=CC2)[C@@H](C)NC(=O)C21CC(C2)(C1)F)C1=NC2=C(N1C)C(=CC(=C2)C(=O)OC(C)C)OC